(1S,2S,3S,4R,5S)-5-[4-chloro-3-[(4-hydroxyphenyl)methyl]phenyl]-1-(1-hydroxy-1-methyl-ethyl)-6,8-dioxabicyclo[3.2.1]octane-2,3,4-triol ClC1=C(C=C(C=C1)[C@]12[C@@H]([C@H]([C@@H]([C@](CO1)(O2)C(C)(C)O)O)O)O)CC2=CC=C(C=C2)O